(2S)-2-(6-chloro-1,1-dioxido-3,4-dihydro-2H-pyrido[4,3-e][1,2]thiazin-2-yl)-3-(6-fluoro-2,3-dimethylphenyl)butanoic acid ClC1=CC=2CCN(S(C2C=N1)(=O)=O)[C@H](C(=O)O)C(C)C1=C(C(=CC=C1F)C)C